C1(=CC=CC=C1)C(=C=CC1=NC=CC=C1)CC1=CC=C(C=C1)OC (S)-1-phenyl-1-(4-methoxybenzyl)-3-(pyridin-2-yl)propadiene